ClC=1C=C(C=CC1Cl)NC(N)=O N'-(3,4-dichlorophenyl)urea